N[C@H]1CN(CC1)C(C)=O 1-[(3R)-3-aminopyrrolidin-1-yl]ethan-1-one